1-((5-fluoro-6-(4-(2-hydroxyethyl)piperazin-1-yl)pyridin-3-yl)methyl)-3-(4-(2-(4-methoxyphenyl)-propan-2-yl)thiazol-2-yl)-urea FC=1C=C(C=NC1N1CCN(CC1)CCO)CNC(=O)NC=1SC=C(N1)C(C)(C)C1=CC=C(C=C1)OC